N-(4-(1-(4-(5-(difluoromethyl)-1,3,4-oxadiazol-2-yl)benzyl)-1H-pyrazol-4-yl)phenyl)-4,5-dihydro-1H-imidazol-2-amine FC(C1=NN=C(O1)C1=CC=C(CN2N=CC(=C2)C2=CC=C(C=C2)NC=2NCCN2)C=C1)F